N-1-naphthylacrylamide C1(=CC=CC2=CC=CC=C12)NC(C=C)=O